BrC1=CC2=C(C=3N(C(N2CC2=CC=C(C=C2)Cl)=O)C(=C(N3)C(C)C)C)N=C1 8-bromo-6-(4-chlorobenzyl)-3-methyl-2-(propan-2-yl)imidazo[1,2-c]pyrido[2,3-e]pyrimidin-5(6H)-one